COC1=C(C(=O)N[C@@H](C(F)(F)F)C)C(=CC(=C1)C1=CN=C2N1C=CC(=C2)C=2C=NN(C2)C)OC 2,6-dimethoxy-4-[7-(1-methylpyrazol-4-yl)imidazo[1,2-a]pyridin-3-yl]-N-[(1R)-2,2,2-trifluoro-1-methyl-ethyl]benzamide